5-(2-((2-oxaspiro[3.5]nonan-7-yl)oxy)pyrimidin-4-yl)-N-(5-(1-(dimethylamino)ethyl)pyrimidin-2-yl)thiazol-2-amine C1OCC12CCC(CC2)OC2=NC=CC(=N2)C2=CN=C(S2)NC2=NC=C(C=N2)C(C)N(C)C